N-((5-methylpyrazolo[1,5-c]pyrido[3,2-e]pyrimidin-2-yl)methyl)-2-(trifluoromethoxy)benzamide CC1=NC2=C(C=3N1N=C(C3)CNC(C3=C(C=CC=C3)OC(F)(F)F)=O)C=CC=N2